NC1=C(SC2=NC(=CC(=C21)C)C)C(=O)NC2CC=1C=CC(=NC1CC2)N2CC(C(C2)NC)C(F)F 3-amino-N-{2-[3-(difluoromethyl)-4-(methylamino)pyrrolidin-1-yl]-5,6,7,8-tetrahydroquinolin-6-yl}-4,6-dimethylthieno[2,3-b]pyridine-2-carboxamide